cyclohex-4-ene-1,2-dicarboxylate C1(C(CC=CC1)C(=O)[O-])C(=O)[O-]